C[C@H]1N([C@H](CC(C1)N1N=CC(=C1)C1=NC2=CC=CC=C2N=C1)C)C(CCCCNC=1C=C2C(N(C(C2=CC1)=O)C1C(NC(CC1)=O)=O)=O)=O 5-((5-((2R,6S)-2,6-dimethyl-4-(4-(quinoxalin-2-yl)-1H-pyrazol-1-yl)piperidin-1-yl)-5-oxopentyl)amino)-2-(2,6-dioxopiperidin-3-yl)isoindoline-1,3-dione